C(=O)C=1C(=C(C#N)C=CC1)C 3-formyl-2-methylbenzonitrile